N-(7-(hydroxyamino)-7-oxoheptyl)-4-(3-(4-phenylthiazol-2-yl)ureido)benzamide ONC(CCCCCCNC(C1=CC=C(C=C1)NC(=O)NC=1SC=C(N1)C1=CC=CC=C1)=O)=O